methyl 3,4-difluoro-5-nitro-benzoate FC=1C=C(C(=O)OC)C=C(C1F)[N+](=O)[O-]